FC1=C(C=CC(=N1)[C@H](CN1C[C@@H]2[C@](C1)([C@H]([C@H](C2)OC2=CC=CC=C2)O)O)O)O (3aS,4S,5S,6aR)-2-((S)-2-(6-fluoro-5-hydroxypyridin-2-yl)-2-hydroxyethyl)-5-phenoxyhexahydrocyclopenta[c]pyrrole-3a,4(1H)-diol